C(C)OC(=O)C1C(NCCC1)C1=CC=C(C=C1)NC(=O)OC(C)(C)C.C(C)(C)(CC(C)(C)C)N=C1C(C(=PC1)N(C)C)(N(C)C)N(C)C tert-octylimino-tris(dimethylamino)phospholene ethyl-2-(4-((tert-butoxycarbonyl)amino)phenyl)piperidine-3-carboxylate